C1(CCCC1)N1[C@@H](C(N(C=2C=NC(=NC12)NC1=C(C=C(C(=O)OCC)C=C1)OC)C)=O)CC (R)-ethyl 4-((8-cyclopentyl-7-ethyl-5-methyl-6-oxo-5,6,7,8-tetrahydropteridin-2-yl)amino)-3-methoxybenzoate